5-(n-propoxy)-7-oxo-bicyclo[2.2.1]Hept-2-ene C(CC)OC1C2C=CC(C1)C2=O